CC(CCC)C1=CCC2=CC=3CCCC3C=C12 3-(pentan-2-yl)-1,5,6,7-tetrahydro-s-indacen